BrC=1C=C(C(=O)CC(=O)O)C=CC1 3-bromobenzoyl-acetic acid